[3-[[6-[2-(2-Oxanyl)-3-pyrazolyl]-3-pyridinyl]oxymethyl]-1-bicyclo[1.1.1]pentanyl]methanamine O1C(CCCC1)N1N=CC=C1C1=CC=C(C=N1)OCC12CC(C1)(C2)CN